N-(2-(4-amino-2-((4-morpholinylphenyl)amino)quinazolin-8-yl)pyridin-4-yl)propynamide NC1=NC(=NC2=C(C=CC=C12)C1=NC=CC(=C1)NC(C#C)=O)NC1=CC=C(C=C1)N1CCOCC1